1-(tetrahydro-2H-pyran-2-yl)-3-(2-bromo-1-aminobenzene-5-yl)-1H-pyrazole O1C(CCCC1)N1N=C(C=C1)C=1C=CC(=C(C1)N)Br